C(C)(C)(C)OC(=O)N1C[C@@H](N(CC1)C1=NC=C(N=C1)C(F)(F)F)C (S)-3-methyl-4-(5-(trifluoromethyl)pyrazin-2-yl)piperazine-1-carboxylic acid tert-butyl ester